3-(2-((cis-2-(aminomethyl)cyclopentyl)amino)-5-(trifluoromethyl)pyrimidin-4-yl)-1H-indole NC[C@@H]1[C@@H](CCC1)NC1=NC=C(C(=N1)C1=CNC2=CC=CC=C12)C(F)(F)F